(2R,3S)-3-amino-1-(4-(benzylsulfanyl)phenylamino)-4-phenylbutan-2-ol N[C@H]([C@@H](CNC1=CC=C(C=C1)SCC1=CC=CC=C1)O)CC1=CC=CC=C1